1-Cyclopropyl-2-(4-methylpyrimidin-5-yl)-1H-benzo[d]imidazol-6-carbonitril C1(CC1)N1C(=NC2=C1C=C(C=C2)C#N)C=2C(=NC=NC2)C